OC1=C(C(=O)OCCCCC)C=CC=C1 2-hydroxy-benzoic acid, pentyl ester